CON(C(CC)=O)C N-methoxy-N-methyl-propanamide